ClC=1C=C2C(=CN1)N(C(=C2)I)CC 5-chloro-1-ethyl-2-iodopyrrolo[2,3-c]pyridine